FC1=CC=C(C=C1)C(C(=O)NC=1C=CC2=C(C1)COC1=CN=CC=C12)C (4-fluorophenyl)-N-(6H-isochromeno[3,4-c]pyridin-8-yl)propionamide